(6-cyclopropyl-7-methoxyimidazo[1,2-a]pyrimidin-2-yl)[(3R,3'R)-3'-hydroxy-1,4-dihydro-1'H,2H-spiro[isoquinoline-3,4'-piperidin]-1'-yl]methanone C1(CC1)C=1C(=NC=2N(C1)C=C(N2)C(=O)N2C[C@H]([C@@]1(CC2)NCC2=CC=CC=C2C1)O)OC